N,N-bis(trimethoxysilyl)amine CO[Si](N[Si](OC)(OC)OC)(OC)OC